N-[5-(2,6-difluoro-4-methoxyphenyl)-2-[6-(4-hydroxy-4-methylpiperidin-1-yl)-3-(trifluoromethyl)pyridin-2-yl]-1-methyl-3-oxo-2,3-dihydro-1H-pyrazol-4-yl]-4-(difluoromethoxy)benzamide FC1=C(C(=CC(=C1)OC)F)C1=C(C(N(N1C)C1=NC(=CC=C1C(F)(F)F)N1CCC(CC1)(C)O)=O)NC(C1=CC=C(C=C1)OC(F)F)=O